C(C)(C)(C)OC(=O)N1CCN(CC1)CC1=NC2=CC=C(C=C2C(N1)=O)Br 4-((6-bromo-4-oxo-3,4-dihydroquinazolin-2-yl)methyl)piperazine-1-carboxylic acid tert-butyl ester